2-methylthio-N-threonyl-carbamoyladenosine CSC=1N=C(C=2N=CN([C@]3([C@H](O)[C@H](O)[C@@H](CO)O3)C(N)=O)C2N1)NC([C@@H](N)[C@H](O)C)=O